The molecule is a member of the class of chalcones that is isoliquiritigenin in which one of the hydroxy groups at position 2' is replaced by a methoxy group. It has a role as a metabolite. It is a member of chalcones, a monomethoxybenzene and a member of phenols. It derives from an isoliquiritigenin. COC1=C(C=CC(=C1)O)C(=O)/C=C/C2=CC=C(C=C2)O